(S)-2-(1-(3-(difluoromethyl)-4-fluorophenyl)-5,5-difluoro-4-hydroxy-4,5,6,7-tetrahydro-1H-indol-3-yl)-2,2-difluoroacetic acid ethyl ester C(C)OC(C(F)(F)C1=CN(C=2CCC([C@H](C12)O)(F)F)C1=CC(=C(C=C1)F)C(F)F)=O